(rac)-6-chloro-1-methyl-4-[4-(5-methyl-1,3-benzoxazol-2-yl)piperidin-1-yl]-2-oxo-7-[(oxolan-3-yl)methoxy]-1,2-dihydroquinoline-3-carboxamide ClC=1C=C2C(=C(C(N(C2=CC1OC[C@H]1COCC1)C)=O)C(=O)N)N1CCC(CC1)C=1OC2=C(N1)C=C(C=C2)C |r|